2-(2-thienyl)acetate S1C(=CC=C1)CC(=O)[O-]